O=C(C(=O)O)CC(C)C 2-Oxoisohexanoic acid